COC1=CC=C(C=C1)C(OC[C@@H]1[C@H]([C@H]([C@H](O1)N1C(NC(C=C1)=O)=O)F)O)(C1=CC=CC=C1)C1=CC=C(C=C1)OC 1-((2S,3R,4R,5R)-5-((bis(4-methoxyphenyl)(phenyl)methoxy)methyl)-3-fluoro-4-hydroxytetrahydrofuran-2-yl)pyrimidine-2,4(1H,3H)-dione